2-oxo-1,3-dioxolan O=C1OCCO1